4-hydroxy-2,6-dimethylpyridine-3-carboxamide hydrochloride Cl.OC1=C(C(=NC(=C1)C)C)C(=O)N